ClC=1C(=C(C#N)C=C(C1)C(C)(C)C1=CC=C(C=C1)OCC1=NC(=NC=C1)Cl)OCCCl 3-chloro-2-(2-chloroethoxy)-5-(2-(4-((2-chloropyrimidin-4-yl)methoxy)phenyl)propan-2-yl)benzonitrile